2-chloro-N-piperidin-4-yl-4-[[3-[3-(trifluoromethyl)-1H-pyrazol-4-yl]imidazo[1,2-a]pyrazin-8-yl]amino]benzamide ClC1=C(C(=O)NC2CCNCC2)C=CC(=C1)NC=1C=2N(C=CN1)C(=CN2)C=2C(=NNC2)C(F)(F)F